N[C@H]1CN(C[C@H](C1)C)C1=CC=C(C=2N=CC=NC12)C#N 8-[(3R,5S)-3-amino-5-methylpiperidin-1-yl]Quinoxaline-5-carbonitrile